4-Ethyl-6-[[(3R)-1-ethyl-3-piperidyl]amino]-3-(4-hydroxy-6-methyl-2,3-dihydrobenzofuran-5-yl)-1,2,4-triazin-5-one C(C)N1C(=NN=C(C1=O)N[C@H]1CN(CCC1)CC)C=1C(=CC2=C(CCO2)C1O)C